4-hydroxy-6-(tetrahydro-2H-pyran-4-yl)pyridazin-3(2H)-one OC=1C(NN=C(C1)C1CCOCC1)=O